OCC1=C2C=CNC2=CC=C1OC=1C=C(C=CC1)C=1SC=C(N1)CC=1C=C(C=CC1)CCC(=O)O 3-(3-((2-(3-((4-(Hydroxymethyl)-1H-indol-5-yl)oxy)phenyl)thiazol-4-yl)methyl)phenyl)propanoic acid